5-amino-N-(2-{9-amino-1-oxa-7-azaspiro[4.4]nonan-7-yl}-5,6,7,8-tetrahydroquinolin-6-yl)-2-methylthieno[2,3-d]pyrimidine-6-carboxamide NC1=C(SC=2N=C(N=CC21)C)C(=O)NC2CC=1C=CC(=NC1CC2)N2CC1(CCCO1)C(C2)N